C(C)(C)(C)OC(=O)N1[C@@H](C[C@@H](C1)N1N=NC(=C1)C1=CC=C2C(=NNC2=C1)N)C(NC1=CC(=C(C=C1)Cl)C(F)(F)F)=O (2s,4s)-4-(4-(3-amino-1H-indazol-6-yl)-1H-1,2,3-triazol-1-yl)-2-((4-chloro-3-(trifluoromethyl)phenyl)carbamoyl)pyrrolidine-1-carboxylic acid tert-butyl ester